C1(=CC=CC=C1)C1(N(C2=CC=CC=C2C=N1)C1=CC=CC=C1)C1=CC=CC=C1 triphenyl-1,2-dihydroquinazoline